C(C1=CC=CC=C1)OC[C@@]12N(C[C@@H](N(C1=O)C)C2)C(=O)OC(C)(C)C Tert-butyl (1R,4S)-1-((benzyloxy) methyl)-5-methyl-6-oxo-2,5-diazabicyclo[2.2.1]heptane-2-carboxylate